2-fluoro-3-(pyrrolidin-1-yl)-4-((pyrrolidin-1-ylsulfonyl)carbamoyl)benzoic acid FC1=C(C(=O)O)C=CC(=C1N1CCCC1)C(NS(=O)(=O)N1CCCC1)=O